CN(CCN1N(C2=NC(=NC=C2C1=O)NC1=CC=C(C=C1)N1CCN(CC1)C(=O)C=1C=C(C=CC1F)CC1=NNC(C2=CC=CC=C12)=O)C1=NC=CC=C1)C 4-[[3-[4-[4-[[2-[2-(dimethylamino)ethyl]-3-oxo-1-(2-pyridyl)pyrazolo[3,4-d]pyrimidin-6-yl]amino]phenyl]piperazine-1-carbonyl]-4-fluoro-phenyl]methyl]-2H-phthalazin-1-one